((tert-butyldimethylsilyl)oxy)-7-chloronaphthalen-2-ol [Si](C)(C)(C(C)(C)C)OC1=C(C=CC2=CC=C(C=C12)Cl)O